Cl.N1CC(OCC1)[C@H](C)O (1S)-1-morpholin-2-ylethanol hydrochloride